I.CN methyl-amine hydroiodic acid salt